[O-]C=1C2(CCC(C1)C2)S(=O)(=O)[O-] oxido-bicyclo-[2.2.1]-heptenesulfonate